BrC1=C(C=CC=C1)[C@H]1OCCN(C1)C1=CC(=NC(=N1)N)NCC1CC1 |o1:7| R or S-6-(2-(2-bromophenyl)morpholino)-N4-(cyclopropylmethyl)pyrimidine-2,4-diamine